tert-butyl (R)-2-(3-(3-(3-(tert-butoxy)-4,5-dimethoxyphenyl)-1-hydroxypropyl)phenoxy)acetate C(C)(C)(C)OC=1C=C(C=C(C1OC)OC)CC[C@@H](O)C=1C=C(OCC(=O)OC(C)(C)C)C=CC1